N-(6-chloro-8,9-dihydro-7H-imidazo[4,5,1-ij]quinolin-9-yl)-1-((6-cyclopropylimidazo[1,2-a]pyridin-2-yl)methyl)-1H-1,2,3-triazole-4-carboxamide ClC=1C=CN2C3=C(C(CCC13)NC(=O)C=1N=NN(C1)CC=1N=C3N(C=C(C=C3)C3CC3)C1)N=C2